tert-butyl (2S)-2-(hydroxymethyl)piperazine-1-carboxylate OC[C@H]1N(CCNC1)C(=O)OC(C)(C)C